BrC1=C(C=CC=2OCOC21)CN2C(C=CC(=C2)C2=NC(=NC(=C2)C(F)(F)F)S(=O)C)=O 1-((4-bromobenzo[d][1,3]dioxol-5-yl)methyl)-5-(2-(methylsulfinyl)-6-(trifluoromethyl)pyrimidin-4-yl)pyridin-2(1H)-one